C(C)(C)(C)OC(=O)N1[C@H](C[C@H](C1)OC1=NC=NC(=C1)OC)C (2S,4r)-4-((6-methoxypyrimidin-4-yl)oxy)-2-methylpyrrolidine-1-carboxylic acid tert-butyl ester